O1C=CC2=C1C(=CC=C2)C=2C=C(SC2)C(CCC(=O)O)=O 4-(4-(benzofuran-7-yl)thiophen-2-yl)-4-oxobutyric acid